2,6-dimethyl-4-t-butylphenylacetonitrile CC1=C(C(=CC(=C1)C(C)(C)C)C)CC#N